(12AR)-9-(2-chloro-6-hydroxyphenyl)-8,10-difluoro-3,4,12,12a-tetrahydro-6H-pyrazino[2,1-c][1,4]benzoxazepine-2(1H)-carboxylic acid tert-butyl ester C(C)(C)(C)OC(=O)N1C[C@@H]2COC3=C(CN2CC1)C=C(C(=C3F)C3=C(C=CC=C3O)Cl)F